OC=1C=C2CCCC2=CC1 5-hydroxy-2,3-dihydro-1H-inden